Cl.NC[C@@H](C)NC(=O)C1=CN(CCS1)C1=C2C(=NC=C1)NC=C2C (R)-N-(1-aminopropan-2-yl)-4-(3-methyl-1H-pyrrolo[2,3-b]pyridin-4-yl)-3,4-dihydro-2H-1,4-thiazine-6-carboxamide hydrochloride